C1(CC1)N(C=1C2=C(N=C(N1)OC[C@]13CCCN3C[C@@H](C1)F)C(=C(N=C2)C2=CC(=CC1=CC=C(C(=C21)C#C)F)O)F)CCF 4-(4-(cyclopropyl(2-fluoroethyl)amino)-8-fluoro-2-(((2R,7aS)-2-fluorotetrahydro-1H-pyrrolizin-7a(5H)-yl)methoxy)pyrido[4,3-d]pyrimidin-7-yl)-5-ethynyl-6-fluoro-naphthalen-2-ol